COC1=CC=C(C=C1)CN(C1=NC(=C(C=C1)C(F)(F)F)C1C(CC=2C(=NC=NC2C1)N1CCNCC1)C)CC1=CC=C(C=C1)OC N,N-bis[(4-methoxyphenyl)methyl]-6-(6-methyl-4-piperazin-1-yl-5,6,7,8-tetrahydroquinazolin-7-yl)-5-(trifluoromethyl)pyridin-2-amine